2-Desoxy-2-methylamino-L-glucopyranose CN[C@@H]1C(O)O[C@H]([C@@H]([C@H]1O)O)CO